6-butyl-N-[2-(4-chlorophenyl)ethyl]-5-(2,6-dimethoxyphenyl)-2,4-dihydroxy-N-methylpyridine-3-carboxamide C(CCC)C1=C(C(=C(C(=N1)O)C(=O)N(C)CCC1=CC=C(C=C1)Cl)O)C1=C(C=CC=C1OC)OC